O1N=C(C2=C1C=CC=C2)C2=C(C=CC=C2)[C@H](CC2=NC=CC(=C2)OC)N (S)-1-[2-(Benzo[d]isoxazol-3-yl)phenyl]-2-(4-methoxypyridin-2-yl)ethan-1-amine